ClC1=NN(C(=C1)CC1=CC(=NN1C)C#N)C1=C(C=C(C=C1)F)[C@@H](C)O (R)-5-((3-chloro-1-(4-fluoro-2-(1-hydroxyethyl)phenyl)-1H-pyrazol-5-yl)methyl)-1-methyl-1H-pyrazole-3-carbonitrile